tert-Butyl 2-[8-acetyl-4-oxo-6-(trifluoromethyl)chromen-2-yl]indole-1-carboxylate C(C)(=O)C=1C=C(C=C2C(C=C(OC12)C=1N(C2=CC=CC=C2C1)C(=O)OC(C)(C)C)=O)C(F)(F)F